[Li+].P(=O)([O-])([O-])F.[Li+] Fluorophosphate lithium salt